N-(1-(4-(4-isopropyl-5-(8-methyl-[1,2,4]triazolo[1,5-a]pyridin-6-yl)-1H-pyrazol-3-yl)phenyl)ethyl)propan-2-amine C(C)(C)C=1C(=NNC1C=1C=C(C=2N(C1)N=CN2)C)C2=CC=C(C=C2)C(C)NC(C)C